[C@@H]1([C@@H](CCCC1)O)O |r| racemic-trans-1,2-cyclohexanediol